CC(CO)CCCCC 2-methyl-1-heptanol